3,5-bis(bromomethyl)benzoic acid BrCC=1C=C(C(=O)O)C=C(C1)CBr